methyl-5-bromo-2-fluoronicotinic acid CC1=NC(=C(C(=O)O)C=C1Br)F